4,4'-methylenebis(2-chloro-cyclohexaneamine) C(C1CC(C(CC1)N)Cl)C1CC(C(CC1)N)Cl